C(C)OC1=NC=2N(C(C(=NC2C=N1)N1CC2=CC(=CC=C2CC1)Br)=O)C=1C=NC(=CC1)OC 2-ethoxy-8-(6-methoxypyridin-3-yl)-6-(7-bromo-3,4-dihydroisoquinolin-2(1H)yl)pteridine-7(8H)-one